thio-bis(3,6-di-sec-amylphenol) S(C1=C(C(=CC=C1C(C)CCC)C(C)CCC)O)C1=C(C(=CC=C1C(C)CCC)C(C)CCC)O